2-(2,6-dioxopiperidin-3-yl)-5-(4,4,5,5-tetramethyl-1,3,2-dioxaborolane-2-yl)isoindoline-1,3-dione O=C1NC(CCC1N1C(C2=CC=C(C=C2C1=O)B1OC(C(O1)(C)C)(C)C)=O)=O